methyl 2-(5-((2-aminoethoxy)methyl)thiophen-2-yl)-4-chlorobenzoate NCCOCC1=CC=C(S1)C1=C(C(=O)OC)C=CC(=C1)Cl